FC=1C=CC=C2C(=NN(C12)CC1=C(C=CC=C1)F)C1=NC=C(C=N1)C(=O)NC 2-(7-fluoro-1-(2-fluorobenzyl)-1H-indazol-3-yl)-N-methylpyrimidine-5-carboxamide